C(#N)C=1C=C(CN2C[C@H](C[C@@H](C2)C2=CC=C(C=C2)C(F)(F)F)CC(=O)O)C=CC1 Trans-2-(1-(3-cyanobenzyl)-5-(4-(trifluoromethyl)phenyl)piperidin-3-yl)acetic acid